2-[2-(2-Bromo-3-fluorophenyl)diazenyl]-2-cyano-N-propylacetamide BrC1=C(C=CC=C1F)N=NC(C(=O)NCCC)C#N